8-methyl-8-azabicyclo[3.2.1]Octane-3-yl 1-(pent-4-enoyl)-1H-indole-3-carboxylate C(CCC=C)(=O)N1C=C(C2=CC=CC=C12)C(=O)OC1CC2CCC(C1)N2C